D-xylitol C([C@H](O)[C@@H](O)[C@H](O)CO)O